ethyl 2-ethyl-4-oxopentanoate C(C)C(C(=O)OCC)CC(C)=O